CC(CC(CNC(=O)C=1C(=NC(=CC1C)N1CCOCC1)SCC)=O)(C)C N-(4,4-Dimethyl-2-oxo-pentyl)-2-ethylsulfanyl-4-methyl-6-morpholin-4-yl-pyridine-3-carboxylic acid amide